N-methyl-anthranilic acid CNC=1C(C(=O)O)=CC=CC1